C(=O)(N=C=O)N=C=O carbonic acid diisocyanate